ClC1=CC(=C(C=C1)N1C(NC(=CC1=O)C(F)(F)F)=O)F 3-(4-Chloro-2-fluorophenyl)-6-trifluoromethyl-1H-pyrimidin-2,4-dion